1-methyl-5-[rac-(2R,4S)-4-[4-(2,4-difluorophenyl)-6,7-dimethyl-pteridin-2-yl]tetrahydropyran-2-yl]pyridin-2-one CN1C(C=CC(=C1)[C@@H]1OCC[C@@H](C1)C1=NC2=NC(=C(N=C2C(=N1)C1=C(C=C(C=C1)F)F)C)C)=O |r|